Cl.CN1N=CC(=C1)N(S(=O)=O)N[C@@H]1CN(CCC1)C N-(1-methyl-1H-pyrazol-4-yl)-N-[(3S)-1-methylpiperidin-3-yl]amino-sulfonamide hydrochloride